C(CCCCCCCC\C=C/CCCC)C=1C=C(C=C(O)C1)O 5-((Z)-Pentadec-10-en-1-yl)resorcinol